9,10-di(3',5'-dicarboxyphenyl)anthracene C(=O)(O)C=1C=C(C=C(C1)C(=O)O)C=1C2=CC=CC=C2C(=C2C=CC=CC12)C1=CC(=CC(=C1)C(=O)O)C(=O)O